OC=1C=C(C=CC1)[C@@H]1CN(CCC1)C[C@H]1COC2=C(O1)C=CC(=C2)O (S)-2-[(R)-3-(3-hydroxy-phenyl)-piperidin-1-ylmethyl]-2,3-dihydro-benzo[1,4]dioxin-6-ol